COCCN1N=CC(=C1)B1OC(C(O1)(C)C)(C)C 1-(2-methoxyethyl)-4-(4,4,5,5-tetramethyl-1,3,2-dioxaborolan-2-yl)-1H-Pyrazole